1-{3-[(1R)-1-({6-[di(propan-2-yl)phosphoryl]-2,7-dimethylpyrido[2,3-d]pyrimidin-4-yl}amino)ethyl]-2-fluorophenyl}-1,1-difluoro-2-methylpropan-2-ol CC(C)P(=O)(C(C)C)C1=CC2=C(N=C(N=C2N[C@H](C)C=2C(=C(C=CC2)C(C(C)(O)C)(F)F)F)C)N=C1C